C1(CCCCC1)CCCCCCCCCCCOC(O[Si](OCCCCCCN(CCO)CCO)(C)C)CCCCCCC\C=C/C\C=C/CCCCC 25-cyclohexyl-13-((8Z,11Z)-heptadeca-8,11-dien-1-yl)-3-(2-hydroxyethyl)-11,11-dimethyl-10,12,14-trioxa-3-aza-11-silapentacosan-1-ol